heptamethyl-3-(3-glycidoxypropyl)trisiloxane C[Si](O[Si](O[Si](C)(C)C)(CCCOCC1CO1)C)(C)C